ClC=1C(=NC(=C(C1)C#N)N1C[C@@H](C([C@@H](C1)C)F)C)NC=1C=C2C=C(C(N(C2=CC1)CCNC(OC(C)(C)C)=O)=O)OCC(=O)NC tert-Butyl (2-(6-((3-chloro-5-cyano-6-((3S,4S,5R)-4-fluoro-3,5-dimethylpiperidin-1-yl)pyridin-2-yl)amino)-3-(2-(methylamino)-2-oxoethoxy)-2-oxoquinolin-1(2H)-yl)ethyl)carbamate